(3R,4R)-1-(3,4,5-trimethoxyphenyl)-4-(3-benzyloxy-4-methoxyphenyl)-3-hydroxymethylazetidin-2-one COC=1C=C(C=C(C1OC)OC)N1C([C@H]([C@@H]1C1=CC(=C(C=C1)OC)OCC1=CC=CC=C1)CO)=O